6-((4-hydroxybutyl)amino)hexyl 2-(cyclopentylmethyl)decanoate C1(CCCC1)CC(C(=O)OCCCCCCNCCCCO)CCCCCCCC